tert-butyl 4-[4-(4-{1-[(tert-butoxy)carbonyl]-1,2,3,6-tetrahydropyridin-4-yl}-3-fluorothiophene-2-amido)phenyl]-1,2,3,6-tetrahydropyridine-1-carboxylate C(C)(C)(C)OC(=O)N1CCC(=CC1)C=1C(=C(SC1)C(=O)NC1=CC=C(C=C1)C=1CCN(CC1)C(=O)OC(C)(C)C)F